4-[4-(1-cyano-4-methoxy-1-methyl-4-oxo-butyl)phenyl]-3,6-dihydro-2H-pyridine-1-carboxylic acid tert-butyl ester C(C)(C)(C)OC(=O)N1CCC(=CC1)C1=CC=C(C=C1)C(CCC(=O)OC)(C)C#N